C=C(C)C1=NC=CC=C1N 2-(propane-1-En-2-yl)pyridin-3-amine